6-(8-pentadecyl)-salicylic acid CCCCCCCC(CCCCCCC)C=1C=CC=C(C1C(=O)O)O